(4-fluorophenyl)-N-(4-methyl-3-(1-methyl-2-oxo-2,3-dihydro-1H-benzo[d]imidazol-5-yl)phenyl)-5-(methylsulfinyl)-1H-pyrazole-3-carboxamide FC1=CC=C(C=C1)N1N=C(C=C1S(=O)C)C(=O)NC1=CC(=C(C=C1)C)C1=CC2=C(N(C(N2)=O)C)C=C1